C(=O)C1=CC=C(C=C1)/C=C/C(=O)OC methyl (E)-3-(4-formylphenyl)prop-2-enoate